Cl.BrC1=CC=C(C=C1)CCN 4-bromophenylethylamine hydrochloride